7-chloro-6-fluoro-1-(5-fluoro-1,3-thiazol-2-yl)-4-oxo-1,4-dihydro-1,8-naphthyridine-3-carboxylate ClC1=C(C=C2C(C(=CN(C2=N1)C=1SC(=CN1)F)C(=O)[O-])=O)F